N-[1-(7-ethynyl-thieno[3,2-d]pyrimidin-4-yl)-4-piperidinyl]-3-(4-fluorophenyl)propylamine C(#C)C1=CSC2=C1N=CN=C2N2CCC(CC2)NCCCC2=CC=C(C=C2)F